BrC=1C(=NC(=CC1)C(=O)OC)OC[C@@H]1N(CCN(C1)C(=O)OC(C)(C)C)C(=O)OCC1C2=CC=CC=C2C=2C=CC=CC12 (R)-1-((9H-fluoren-9-yl)methyl) 4-tert-butyl 2-(((3-bromo-6-(methoxycarbonyl)pyridin-2-yl)oxy)methyl)piperazine-1,4-dicarboxylate